ClC1=C(C=CC=C1)C1=C(C=CC(=C1)COC)S(=O)(=O)N1[C@@H](C[C@@](CC1)(C(=O)N[C@H](C)\C=C/S(=O)(=O)C)F)C (2R,4S)-1-((2'-chloro-5-(methoxymethyl)-[1,1'-biphenyl]-2-yl)sulfonyl)-4-fluoro-2-methyl-N-((R,Z)-4-(methylsulfonyl)but-3-en-2-yl)piperidine-4-carboxamide